NC1=NC=NN2C1=C(C=C2C=2C=C(C(=O)NCCC(O)C1=CC=C(C=C1)F)C=CC2)C(F)(F)F 3-[4-amino-5-(trifluoromethyl)pyrrolo[2,1-f][1,2,4]triazin-7-yl]-N-[3-(4-fluorophenyl)-3-hydroxypropyl]benzamide